CN1C(C(=CC2=CC(=CC=C12)C)C#N)=O 1,6-dimethyl-2-oxo-1,2-dihydroquinoline-3-carbonitrile